NC1=C(C=C(C=C1)COC)P(C)(C)=O (2-amino-5-(methoxymethyl)phenyl)dimethylphosphine oxide